CC(C(N1CCNCC1)=O)C 2-methyl-1-oxo-1-(piperazin-1-yl)propan